C(=O)(O)C1=CC=CC(=N1)N(CC)C 2-[[6-(carboxy)pyridin-2-yl]-methylamino]ethane